CC1=C(N=CN1)S(=O)(=N)C 5-methyl-4-(methylsulfonimidoyl)-1H-imidazol